C(C)(=O)NCCC[C@H](N)C(=O)O N5-acetylornithin